methyl 3-(((2S,3R)-3-(3,3-difluorobutyl)-2-fluoro-5-(4-fluorophenyl)-1,1-dioxido-7-(trifluoromethyl)-2,3,4,5-tetrahydrobenzo[b][1,4]thiazepin-8-yl)oxy)-2,2-dimethylpropanoate FC(CC[C@@H]1CN(C2=C(S([C@@H]1F)(=O)=O)C=C(C(=C2)C(F)(F)F)OCC(C(=O)OC)(C)C)C2=CC=C(C=C2)F)(C)F